(2-hydroxy-4-(4-methylthiazol-5-yl)benzyl)pyrrolidine-2-carboxamide OC1=C(CN2C(CCC2)C(=O)N)C=CC(=C1)C1=C(N=CS1)C